6-(1-(8-Isopropyl-8-azabicyclo[3.2.1]octan-3-yl)piperidin-4-yl)-4-methyl-2-(4-(methylsulfonyl)phenyl)-1H-benzo[d]imidazol C(C)(C)N1C2CC(CC1CC2)N2CCC(CC2)C=2C=C(C1=C(NC(=N1)C1=CC=C(C=C1)S(=O)(=O)C)C2)C